N-(5-(5-((1R,2S)-2-fluorocyclopropyl)-1,2,4-oxadiazol-3-yl)-2-methylphenyl)-7-(thiazol-4-yl)imidazo[1,2-a]pyridine-3-carboxamide F[C@@H]1[C@H](C1)C1=NC(=NO1)C=1C=CC(=C(C1)NC(=O)C1=CN=C2N1C=CC(=C2)C=2N=CSC2)C